5-chloro-3-(2-phenylethynyl)pyrazin-2-amine ClC=1N=C(C(=NC1)N)C#CC1=CC=CC=C1